C[C@]1(C[C@H](CC1)C1=CC(=NN1)NC1=NC(=CN=C1)OC1CCN(CC1)C)O (1S,3S)-1-methyl-3-(3-((6-((1-methylpiperidin-4-yl)oxy)pyrazin-2-yl)amino)-1H-pyrazol-5-yl)cyclopentan-1-ol